C(C)(C)(C)O[C@H]1[C@@H](C[C@H]2N(CCC3=CC(=C(C=C23)OC)OC2CC(C2)F)C1)O (2R,3R,11bR)-3-(tert-butoxy)-9-((1s,3S)-3-fluorocyclobutoxy)-10-methoxy-1,3,4,6,7,11b-hexahydro-2H-pyrido[2,1-a]isoquinolin-2-ol